methoxybenzothiazol-2-amine COC1=CC=CC2=C1N=C(S2)N